tetraphenylphenylphenylenediamine C1(=CC=CC=C1)C1=C(C(=C(C(=C1N)NC1=CC=CC=C1)C1=CC=CC=C1)C1=CC=CC=C1)C1=CC=CC=C1